(vinyl-dimethyl-siloxy)silane C(=C)[Si](O[SiH3])(C)C